C=C1CC2(CC(CN2C1)=C)COC1=NC2=C(C(=C(C=C2C(=N1)N1C[C@@](CCC1)(O)C)F)C1=CC(=CC2=CC=C(C(=C12)CC)F)O)F (3R)-1-(2-((2,6-dimethylenetetrahydro-1H-pyrrolizin-7a(5H)-yl)methoxy)-7-(8-ethyl-7-fluoro-3-hydroxynaphthalen-1-yl)-6,8-difluoroquinazolin-4-yl)-3-methylpiperidin-3-ol